4-bromo-N,N-dimethyl-2-(trifluoromethyl)benzamide BrC1=CC(=C(C(=O)N(C)C)C=C1)C(F)(F)F